[V+2].N1=CC(=CC=C1)NC1=CC=CC=C1 pyridin-3-yl-aniline vanadium (ii)